NC1=NC=CC(=C1)C[C@@H]1[C@H](N(C1=O)C(=O)N[C@@H](C(F)(F)F)C1CCCCC1)C(=O)N(C)C=1N=CN(C1)C (2S,3R)-3-((2-aminopyridin-4-yl)methyl)-N2-(1-methyl-1H-imidazol-4-yl)-N1-((R)-1-cyclohexyl-2,2,2-trifluoroethyl)-N2-methyl-4-oxoazetidine-1,2-dicarboxamide